BrC1=C(C=C(C=C1O)O)C(\C=C\C=1OC(=CC1)C)=O 1-(2-bromo-3,5-dihydroxyphenyl)-3-(5-methylfuran-2-yl)-(2E)-2-propen-1-one